6-Chloro-N-[5-(5-fluoro-1H-benzimidazol-2-yl)-1-[(4-methoxyphenyl)methyl]pyrazol-3-yl]pyridine-3-carboxamide ClC1=CC=C(C=N1)C(=O)NC1=NN(C(=C1)C1=NC2=C(N1)C=CC(=C2)F)CC2=CC=C(C=C2)OC